N[C@@H]1C[C@@H](CC1)CNC1=NN(C(=C1)C1=CC(=C(C#N)C=C1)F)C1=CC=C(C=C1)OC 4-(3-((((1R,3S)-3-amino-cyclopentyl)methyl)amino)-1-(4-methoxyphenyl)-1H-pyrazol-5-yl)-2-fluorobenzonitrile